C(C)(=O)N1CCC(CC1)NCC1=C(C=C(C=C1)C1=NC=CC(=C1Cl)C=1C(=C(C=CC1)C1=CC=C(C(=N1)OC)CNC[C@@H]1CCC(N1)=O)Cl)OC (S)-5-((((6-(3-(2-(4-(((1-Acetylpiperidin-4-yl)amino)methyl)-3-methoxyphenyl)-3-chloropyridin-4-yl)-2-chlorophenyl)-2-methoxypyridin-3-yl)methyl)amino)methyl)pyrrolidin-2-one